ClC1=C2CCN(C(C2=CC(=C1C(=O)N[C@H](C(=O)OCC1=CC=CC=C1)CNC(N[C@@H]1CCC2=CC=CC=C12)=O)Cl)=O)CC1=CC(=CC=C1)Cl benzyl (2S)-2-[[5,7-dichloro-2-[(3-chlorophenyl)methyl]-1-oxo-3,4-dihydroisoquinoline-6-carbonyl] amino]-3-[[(1R)-indan-1-yl] carbamoylamino]propanoate